C1(=CC=CC=C1)C1CCCN(C1)CC1=CC=C(C=C1)C1=CNC2=NC=CC=C21 5-phenyl-N-[(4-{1H-pyrrolo[2,3-b]pyridin-3-yl}phenyl)methyl]piperidine